(dimethylamino)imidazo[1,2-a]pyridine-5-carbonitrile CN(C)C=1N=C2N(C(=CC=C2)C#N)C1